C(CCCCC)C=1C=C2C(=CC=NC2=CC1)OC1=CC=NC=C1 6-hexyl-4-(pyridin-4-yloxy)quinolin